3-(acrylamidomethyl)-N-(methylsulfonyl)-1-(4-(trifluoromethyl)phenyl)-1,2,3,4-tetrahydro-quinoline-5-carboxamide C(C=C)(=O)NCC1CN(C=2C=CC=C(C2C1)C(=O)NS(=O)(=O)C)C1=CC=C(C=C1)C(F)(F)F